C(CCC)C(C(=O)OCCCCN(CCCCOC(C(CCCCCC)CCCC)=O)CCN1CCN(CC1)CCNCCN)CCCCCC ((2-(4-(2-((2-aminoethyl)amino) ethyl)piperazin-1-yl)ethyl)azanediyl)bis(butane-4,1-diyl) bis(2-butyloctanoate)